(1S,2R)-2-methyl-N-[8-(methylamino)-5-[2-[4-(2-methyl-5-oxo-pyrazol-1-yl)phenyl]ethynyl]-2,7-naphthyridin-3-yl]cyclopropanecarboxamide C[C@H]1[C@H](C1)C(=O)NC=1N=CC2=C(N=CC(=C2C1)C#CC1=CC=C(C=C1)N1N(C=CC1=O)C)NC